N1=CC=C(C=C1)C1CCN(CC1)S(=O)(=O)C=1C=NN2C1OCCC2 3-((4-(pyridin-4-yl)piperidin-1-yl)sulfonyl)-6,7-dihydro-5H-pyrazolo[5,1-b][1,3]oxazine